chloro-3-hydroxy-10'-(piperidin-4-yl)-5'H-spiro[cyclobutane-1,7'-indolo[1,2-a]quinazolin]-5'-one ClC1=CC=CC=2C(N=C3N(C12)C1=CC(=CC=C1C31CC(C1)O)C1CCNCC1)=O